N1,N1'-(imidazolidine-1,3-diylbis(propan-3,1-diyl))bis(N3,N3-dimethyl-N1-(3-(trimethoxysilyl)propyl)propan-1,3-diamine) N1(CN(CC1)CCCN(CCCN(C)C)CCC[Si](OC)(OC)OC)CCCN(CCCN(C)C)CCC[Si](OC)(OC)OC